L-methionine sulfonium chloride [Cl-].[SH3+].N[C@@H](CCSC)C(=O)O